C(=CCCCC)C1=C(C(=O)O)C=CC=C1.C(C1=CC=CC=C1)(=O)OCC\C=C/CC (Z)-hex-3-en-1-yl benzoate (Hexenyl-3-Cis-Benzoate)